1-tert-butoxycarbonyl-4-[2-(N-(3,3-difluorocyclohexyl)anilino)-2-oxo-ethyl]piperidine-4-carboxylic acid C(C)(C)(C)OC(=O)N1CCC(CC1)(C(=O)O)CC(=O)N(C1=CC=CC=C1)C1CC(CCC1)(F)F